2-decylperoxide CC(CCCCCCCC)OOC(C)CCCCCCCC